F[B-](F)(F)F.FC=1C=C(OC2=CC(=CC=C2)C)C=C(C1)F 4-(3,5-Difluorophenoxy)-2-methylbenzene tetrafluoroborate